C(C=C)(=O)OCCC[Si](OC)(OC)OC γ-acryloyloxypropyltrimethoxysilane